C(#N)CN(C(C1=CN=C(C=C1)F)=O)C1=C(C(=CC=C1)C(NC1=C(C=C(C=C1)C(C(F)(F)F)(C(F)(F)F)F)C(F)(F)F)=O)F N-(cyanomethyl)-6-fluoro-N-{2-fluoro-3-{[4-(perfluoropropan-2-yl)-2-(trifluoromethyl)phenyl]carbamoyl}phenyl}nicotinamide